ClC1=C(C=C(C=C1)C(=O)N1CCC(CC1)COCCN1CCNCC1)N1CNCC=C1 1-(2-Chloro-5-(4-((2-(piperazin-1-yl)ethoxy)methyl)piperidine-1-carbonyl)phenyl)dihydropyrimidine